CN1N=CC2=CC=C(C(=C12)C1=C(C(=NC=2[C@@H]3[C@H](CCC12)C3)N3CC1(CN(C1)C(C=C)=O)CC3)C#N)C (6aR,7aS)-4-(1,6-dimethyl-1H-indazol-7-yl)-2-(2-(2-propenoyl)-2,6-diazaspiro[3.4]octan-6-yl)-6,6a,7,7a-tetrahydro-5H-cyclopropa[h]quinoline-3-carbonitrile